2-[4-(4-pyridazin-3-yl-2H-pyrazol-3-yl)-phenoxymethyl]-quinoline N1=NC(=CC=C1)C1=C(NN=C1)C1=CC=C(OCC2=NC3=CC=CC=C3C=C2)C=C1